1-(Imidazo[1,2-a]pyridin-3-ylmethyl)-N-(3-(trifluoromethoxy)phenyl)indolin-6-carboxamid N=1C=C(N2C1C=CC=C2)CN2CCC1=CC=C(C=C21)C(=O)NC2=CC(=CC=C2)OC(F)(F)F